CC1=C(C=C(C=C1)C=1C=C(C=CC1)S(=O)(=O)N1CCN(CC1)C(=O)OC(C)(C)C)C(N[C@H](C)C1=CC=CC2=CC=CC=C12)=O tert-butyl 4-[3-[4-methyl-3-[[(1R)-1-(1-naphthyl)ethyl]carbamoyl]phenyl]phenyl]sulfonylpiperazine-1-carboxylate